FC=1C=CC(=NC1)CC(C)O 5-fluoropyridin-2-yl-propan-2-ol